C(C)(C)(C)NS(=O)(=O)C1=CC(=CC=C1)NC1=NC(=NC=C1C)NC1=CC=C(C=C1)N1CCN(CC1)C(=O)N1CCCC1 N-(tert-butyl)-3-((5-methyl-2-((4-(4-(pyrrolidine-1-carbonyl)piperazin-1-yl)phenyl)amino)pyrimidin-4-yl)amino)benzenesulfonamide